[(2S,3S,4R,5R)-5-[2-chloro-4-[[(1R)-1-(2-fluorophenyl)ethyl]-amino]pyrrolo[2,3-d]-pyrimidin-7-yl]-3,4-dihydroxy-tetrahydro-furan-2-yl]methyl-sulfonylmethylphosphonic acid ClC=1N=C(C2=C(N1)N(C=C2)[C@H]2[C@@H]([C@@H]([C@H](O2)CS(=O)(=O)CP(O)(O)=O)O)O)N[C@H](C)C2=C(C=CC=C2)F